ClC=1SC(=CC1C(C1=NC(=CC=C1CCO)Cl)NC(OC(C)(C)C)=O)C1OCCO1 tert-Butyl {[2-chloro-5-(1,3-dioxolan-2-yl)-3-thienyl][6-chloro-3-(2-hydroxyethyl)pyridin-2-yl]methyl}carbamate